2-(4-(5-(7,8-dimethyl-[1,2,4]triazolo[1,5-a]pyridin-6-yl)-6-isopropyl-4H-pyrrolo[3,2-d]thiazol-2-yl)piperazin-1-yl)-N-methylacetamide CC1=C(C=2N(C=C1C1=C(C=3N=C(SC3N1)N1CCN(CC1)CC(=O)NC)C(C)C)N=CN2)C